(rac)-((1s,3s)-3-hydroxy-3-methylcyclobutyl)(6-(6-(trifluoromethyl)pyridin-2-yl)-2-azaspiro[3.4]oct-2-yl)methanone OC1(CC(C1)C(=O)N1CC2(C1)C[C@@H](CC2)C2=NC(=CC=C2)C(F)(F)F)C |r|